((S)-2-methylpyrrolidine-1-carbonyl)thiazole-2-carboxamide C[C@@H]1N(CCC1)C(=O)C=1N=C(SC1)C(=O)N